C(C#CC)OC=1C(=CC2=CN(N=C2C1)C)[N+](=O)[O-] 6-(But-2-yn-1-yloxy)-2-methyl-5-nitro-2H-indazole